((R)-1-(2,4-difluorophenyl)-3,4-dihydroisoquinolin-2(1H)-yl)((R)-1,4-oxazepan-7-yl)methanone FC1=C(C=CC(=C1)F)[C@@H]1N(CCC2=CC=CC=C12)C(=O)[C@H]1CCNCCO1